1,1'-(Methylenedi-4,1-phenylene)bismaleimide C1=CC(=CC=C1CC2=CC=C(C=C2)N3C(=O)C=CC3=O)N4C(=O)C=CC4=O